Disilabutan [SiH3][SiH2]CC